N[C@H]1CN(CC[C@H]1C)C(=O)OC(C)(C)C tert-butyl (3R,4R)-3-amino-4-methylpiperidine-1-carboxylate